1,8-dimethoxy-10-methyl-9-phenyl-9,10-dihydroacridin-9-ol COC1=CC=CC=2N(C3=CC=CC(=C3C(C12)(O)C1=CC=CC=C1)OC)C